(R)-N-(1-(9H-purin-6-yl)piperidin-3-yl)acrylamide N1=CN=C2NC=NC2=C1N1C[C@@H](CCC1)NC(C=C)=O